OCCN(CCC=O)CCO 3-[BIS(2-HYDROXYETHYL)AMINO]PROPANAL